(2S)-3-cyano-2-methyl-4-ketopiperidine-1-carboxylic acid tert-butyl ester C(C)(C)(C)OC(=O)N1[C@H](C(C(CC1)=O)C#N)C